NC(C(F)(F)F)C1=C(C=CC=C1F)C=1C=C2C(=C(C=NC2=CC1)C1=CC(=CC(=C1)F)F)N1CCC(CC1)N 1-{6-[2-(1-Amino-2,2,2-trifluoroethyl)-3-fluorophenyl]-3-(3,5-difluorophenyl)chinolin-4-yl}piperidin-4-amin